3-((2-chloro-5-(1-(difluoromethyl)-1H-pyrazol-3-yl)pyridin-4-yl)amino)-2,2-difluoropropan-1-ol ClC1=NC=C(C(=C1)NCC(CO)(F)F)C1=NN(C=C1)C(F)F